CC1=CC(=NC=2N1N=CC2C(=O)O)C2=NC(=CC=C2)C2=NC=CC=N2 7-methyl-5-(6-(pyrimidin-2-yl)pyridin-2-yl)pyrazolo[1,5-a]Pyrimidine-3-carboxylic acid